O=C1N(C(CC1)=O)OC(=O)[C@H]1[C@@]([C@H]1C)(C1=CC=C(C=C1)C)C (1R,2R,3S)-2,3-dimethyl-2-(p-tolyl)cyclopropane-1-carboxylic acid 2,5-dioxopyrrolidin-1-yl ester